BrCC(=O)C1=NC(=CC=C1C(=O)OC)C=1C=NN(C1C1=C(C2=CC=CC=C2C=C1)[N+]#[C-])C methyl 2-(2-bromoacetyl)-6-[5-(1-isocyano-2-naphthyl)-1-methyl-pyrazol-4-yl]pyridine-3-carboxylate